hydroxy-Cis-carboxylic acid OC(=O)O